OCCC[NH+](CCCCCCCCCCCCCCCC)CCCO N,N-di(3-hydroxypropyl)-N-hexadecylammonium